(S)-1-(3-(benzyloxy)-4-methoxyphenyl)-3-methylbutan-2-amine C(C1=CC=CC=C1)OC=1C=C(C=CC1OC)C[C@@H](C(C)C)N